1-[2-[tert-butyl-(dimethyl)silyl]oxyethyl]cyclohexanamine C(C)(C)(C)[Si](OCCC1(CCCCC1)N)(C)C